(E)-1-chloro-3,3,3-trifluoro-1-propene Cl\C=C\C(F)(F)F